((7R)-7-Amino-2-azabicyclo[2.2.1]heptan-2-yl)(2-(1-(cyclopropylmethyl)-6-(2-hydroxypropan-2-yl)-1H-indol-2-yl)-3-methylpyrazolo[1,5-a]pyridin-6-yl)methanone N[C@H]1C2N(CC1CC2)C(=O)C=2C=CC=1N(C2)N=C(C1C)C=1N(C2=CC(=CC=C2C1)C(C)(C)O)CC1CC1